ClC1=C(C=CC=C1)C1=CC(N(C=C1)C)=O 4-(2-chlorophenyl)-1-methylpyridin-2(1H)-one